4-Acetyl-6-(isoindol-2-yl)-2,7-dimethyl-1,7-naphthyridin-8(7H)-one C(C)(=O)C1=CC(=NC=2C(N(C(=CC12)N1C=C2C=CC=CC2=C1)C)=O)C